5-(2-azabicyclo[2.2.2]octan-5-yl)-2-(2,6-dioxopiperidin-3-yl)isoindoline-1,3-dione C12NCC(C(C1)C=1C=C3C(N(C(C3=CC1)=O)C1C(NC(CC1)=O)=O)=O)CC2